rel-trans-(3aR,6aR)-5-(tert-butoxycarbonyl)tetrahydro-1H-furo[3,4-c]pyrrole-3a(3H)-carboxylic acid C(C)(C)(C)OC(=O)N1C[C@H]2[C@@](C1)(COC2)C(=O)O |o1:9,10|